FC=1C=C(C=C(C1O)F)CNC(O[C@H]1[C@H](NC[C@@H]1O)CC1=CC=C(C=C1)C1=CN=CO1)=O (2R,3S,4S)-4-hydroxy-2-{[4-(1,3-oxazol-5-yl)phenyl]methyl}pyrrolidin-3-yl N-[(3,5-difluoro-4-hydroxyphenyl)methyl]carbamate